3-methyl-3-piperidine-carboxamide hydrochloride Cl.CC1(CNCCC1)C(=O)N